Cl.CN1N=C2C(=CC(=CC2=C1)C=1N=C2SC(=NN2C1)C1CCNCC1)C#N 2-Methyl-5-[2-(piperidin-4-yl)imidazo[2,1-b][1,3,4]thiadiazol-6-yl]-2H-indazol-7-carbonitril Hydrochlorid